(4-((S)-2-(4-chlorophenyl)propyl)-6-(((R)-1-hydroxy-4-methylpent-2-yl)amino)-1,3,5-triazin-2-yl)methanesulfonamide ClC1=CC=C(C=C1)[C@H](CC1=NC(=NC(=N1)N[C@@H](CO)CC(C)C)CS(=O)(=O)N)C